Sodium (2S,5R)-2-(1,2-oxazinan-2-ylcarbonyl)-6-(sulfooxy)-1,6-diazabicyclo[3.2.1]octane-7-one O1N(CCCC1)C(=O)[C@H]1N2C(N([C@H](CC1)C2)OS(=O)(=O)O)=O.[Na]